N-(2-chloro-3-(3'-chloro-5-formyl-6-methoxy-[2,4'-bipyridin]-2'-yl)phenyl)-1,3-dimethyl-2,4-dioxo-1,2,3,4-tetrahydropyrimidine-5-carboxamide ClC1=C(C=CC=C1C1=NC=CC(=C1Cl)C1=NC(=C(C=C1)C=O)OC)NC(=O)C=1C(N(C(N(C1)C)=O)C)=O